C1(=CC=CC=C1)C(=C(C(=O)O)O)C phenyl-hydroxybutenoic acid